2-(4-fluorophenyl)-2-oxoacetaldehyde FC1=CC=C(C=C1)C(C=O)=O